ClC1=C(C=C(OCC(=O)NC23CC(C2)(C3)C(=O)NCC3=C(C=CC=C3Cl)Cl)C=C1)F 3-[2-(4-chloro-3-fluorophenoxy)acetamido]-N-[(2,6-dichlorophenyl)methyl]bicyclo[1.1.1]pentane-1-carboxamide